N-((9-(4-fluorophenyl)-6-oxaspiro[4.5]dec-8-en-8-yl)methyl)-1-(3-methoxythien-2-yl)methanamine hydrochloride Cl.FC1=CC=C(C=C1)C1=C(COC2(CCCC2)C1)CNCC=1SC=CC1OC